ClC=1C(=C(C(=CC1)C(F)F)C1=CN=C(C(=N1)C(=O)NC=1C=NN(C1)CC=1N=NC(=CC1)N1C([C@@H]2C[C@@H]2C1)=O)C)F 6-(3-Chloro-6-(difluoromethyl)-2-fluorophenyl)-3-methyl-N-(1-((6-((1R,5S)-2-oxo-3-azabicyclo[3.1.0]hexan-3-yl)pyridazin-3-yl)methyl)-1H-pyrazol-4-yl)pyrazine-2-carboxamide